(Z)-2-cyano-3-hydroxy-3-(5-methylisoxazol-4-yl)-N-[4-(thiazol-2-ylsulfamoyl)phenyl]prop-2-enamide C(#N)/C(/C(=O)NC1=CC=C(C=C1)S(NC=1SC=CN1)(=O)=O)=C(\C=1C=NOC1C)/O